BrC=1N([C@H]2[C@H](O)[C@H](O)[C@@H](CO)O2)C=2N=CN=C(C2N1)N.[Na] sodium 8-bromoadenosine